(1R,2S)-4-((tert-butoxycarbonyl)amino)cyclopentane-1,2-diyl distearate C(CCCCCCCCCCCCCCCCC)(=O)O[C@H]1[C@H](CC(C1)NC(=O)OC(C)(C)C)OC(CCCCCCCCCCCCCCCCC)=O